ClC1CSC2=CC=C(C=C2C1=O)Cl 3,6-dichlorothiochroman-4-one